C1(=CC=CC=C1)S(=O)(=O)N1C=C(C2=CC=CC(=C12)N1CCS(CC1)(=O)=O)C1=NC(=NC=C1Cl)N[C@@H]1CN(CCC1)C(=O)OC(C)(C)C tert-butyl (3S)-3-[[4-[1-(benzenesulfonyl)-7-(1,1-dioxo-1,4-thiazinan-4-yl)indol-3-yl]-5-chloro-pyrimidin-2-yl]amino]piperidine-1-carboxylate